6-[4-methoxy-3-(4-fluorobenzoyloxy)phenyl]-1-(3,4,5-trimethoxyphenyl)-2,3-dihydro-1H-imidazo[4,5-c]pyridin-2-one COC1=C(C=C(C=C1)C1=CC2=C(C=N1)NC(N2C2=CC(=C(C(=C2)OC)OC)OC)=O)OC(C2=CC=C(C=C2)F)=O